N-(6-(4-(2,2-difluoroethyl)piperazin-1-yl)-2-(3-hydroxy-3-methylbutyl)-1-oxoisoindolin-5-yl)pyrazolo[1,5-a]pyrimidine-3-carboxamide FC(CN1CCN(CC1)C1=C(C=C2CN(C(C2=C1)=O)CCC(C)(C)O)NC(=O)C=1C=NN2C1N=CC=C2)F